C(C=C)(=O)SCCSCCSC(C=C)=O bis(2-acryloylthioethyl) sulfide